ClC=1C=NC=NC1 5-Chloropyrimidin